ClC1=CC=C(C=C1)C1=NN(C[C@@H]1C(C)C)\C(\NCCS(N)(=O)=O)=N/S(=O)(=O)C1=CC=C(C=C1)C(F)(F)F (S,Z)-3-(4-chlorophenyl)-4-isopropyl-N-(2-sulfamoylethyl)-N'-((4-(trifluoromethyl)phenyl)sulfonyl)-4,5-dihydro-1H-pyrazole-1-carboximidamide